(2S)-1-trityloxyundecan-2-ol C(C1=CC=CC=C1)(C1=CC=CC=C1)(C1=CC=CC=C1)OC[C@H](CCCCCCCCC)O